NC(CN1CCC(CC1)CNC(C1=C(C=C(C=C1)NC=1C=2N(C=CN1)C(=CN2)C2=C(C(=C(C=C2)C=2C(=NN(C2)CC#N)C)F)F)CC)=O)=O N-((1-(2-amino-2-oxoethyl)piperidin-4-yl)methyl)-4-((3-(4-(1-(cyanomethyl)-3-methyl-1H-pyrazol-4-yl)-2,3-difluorophenyl)imidazo[1,2-a]pyrazin-8-yl)amino)-2-ethylbenzamide